4-((bis(4-methoxyphenyl)(phenyl)methyl)amino)-5-fluoro-1-((2R,5S)-5-(hydroxymethyl)-2,5-dihydrofuran-2-yl)pyrimidin-2(1H)-one COC1=CC=C(C=C1)C(C1=CC=CC=C1)(C1=CC=C(C=C1)OC)NC1=NC(N(C=C1F)[C@@H]1O[C@@H](C=C1)CO)=O